3-n-octyl-4-isothiazoline C(CCCCCCC)C1NSC=C1